N-[4-fluoro-5-[1-(oxetan-3-yl)-3,6-dihydro-2H-pyridin-4-yl]-2-[rac-(3R,5S)-3,4,5-trimethylpiperazin-1-yl]phenyl]-6-oxo-4-(trifluoromethyl)-1H-pyridine-3-carboxamide FC1=CC(=C(C=C1C=1CCN(CC1)C1COC1)NC(=O)C1=CNC(C=C1C(F)(F)F)=O)N1C[C@H](N([C@H](C1)C)C)C |r|